dimercapto phenylenediamine methyl 5-(tert-butyl)-2-hydroxybenzoate C(C)(C)(C)C=1C=CC(=C(C(=O)OC)C1)O.SNC1=C(C=CC=C1)NS